Methyl 5-(7-chloro-4-(1H-imidazol-1-yl) quinolin-2-yl)-2-hydroxybenzoate ClC1=CC=C2C(=CC(=NC2=C1)C=1C=CC(=C(C(=O)OC)C1)O)N1C=NC=C1